7-bromo-2,3-dihydro-1λ6-benzothiophene-1,1,3-trione BrC1=CC=CC=2C(CS(C21)(=O)=O)=O